((2-methylfuran-3-yl)thio)but-3-en-1-ol CC=1OC=CC1SC(CC=C)O